NC=1C(=NN(C1)C1CCC(CC1)(O)CO)C(F)F ((1S,4S)-4-(4-amino-3-(difluoromethyl)-1H-pyrazol-1-yl)-1-hydroxycyclohexyl)methanol